Benzyloxycarbonyl-L-lysine C(C1=CC=CC=C1)OC(=O)N[C@@H](CCCCN)C(=O)O